tert-butyl 4-[5-(7-fluoro-2-methylindazol-5-yl)-6-oxo-4H-thieno[2,3-c]pyrrol-2-yl]-3,6-dihydro-2H-pyridine-1-carboxylate FC1=CC(=CC2=CN(N=C12)C)N1C(C2=C(C1)C=C(S2)C=2CCN(CC2)C(=O)OC(C)(C)C)=O